C1(CC1)N1N=C(C2=C(C(=CC=C12)C(C(F)(F)F)OC)OC)N 1-Cyclopropyl-4-methoxy-5-(2,2,2-trifluoro-1-methoxyethyl)-1H-indazol-3-amine